(S)-1-ethyl-3-(2-methoxy-4-(5-methyl-4-((1-(pyridin-3-yl)butyl)amino)pyrimidin-2-yl)phenyl)urea C(C)NC(=O)NC1=C(C=C(C=C1)C1=NC=C(C(=N1)N[C@@H](CCC)C=1C=NC=CC1)C)OC